(R)-6-Chloro-1'-(5-((4-chloro-1H-benzo[d]imidazol-6-yl)methyl)-4H-1,2,4-triazole-3-carbonyl)-5-fluorospiro[benzo[d][1,3]oxazine-4,3'-piperidin]-2(1H)-one ClC1=C(C2=C(NC(O[C@@]23CN(CCC3)C(=O)C3=NN=C(N3)CC=3C=C(C2=C(NC=N2)C3)Cl)=O)C=C1)F